N=1N=CN2CCOC3=C(C21)C=CC=C3 5,6-dihydrobenzo[f][1,2,4]triazolo[4,3-d][1,4]oxazepin